C(C1=CC=CC=C1)OC1=CC(=CC=2OC(OC(C21)=O)(C)C)F 5-(Benzyloxy)-7-fluoro-2,2-dimethyl-4H-benzo[d][1,3]dioxin-4-one